N[C@H]1CN(C[C@@H]1OC)C(=O)OCC1=CC=CC=C1 benzyl (3S,4S)-3-amino-4-methoxypyrrolidine-1-carboxylate